5,8-dibromo-2,11-di-tert-butylbenzo[rst]pentaphene BrC1=C2C=CC(=CC2=C2C3=C4C(=C5C=C(C=CC5=C(C4=CC=C13)Br)C(C)(C)C)C=C2)C(C)(C)C